(S)-N-((S)-1-amino-2-cyclohexylethyl)-3-(6-chlorobenzo[d]thiazol-2-yl)-2-isobutyrylaminopropionamide N[C@H](CC1CCCCC1)NC([C@H](CC=1SC2=C(N1)C=CC(=C2)Cl)NC(C(C)C)=O)=O